NCCOCCOCCOC1=CC=C(C=N1)/C=C/C1=CC=C(C=C1)N(C(OC(C)(C)C)=O)C tert-butyl (e)-(4-(2-(6-(2-(2-(2-aminoethoxy)ethoxy)ethoxy)pyridin-3-yl)vinyl) phenyl)(methyl)carbamate